FC1=CC=C(C=C1)C1=C([N+](=CC2=CC3=C(C=C12)C=NN3C3OCCCC3)[O-])C3CCOCC3 5-(4-fluorophenyl)-7-oxido-1-tetrahydropyran-2-yl-6-tetrahydropyran-4-yl-pyrazolo[4,3-g]isoquinolin-7-ium